4-(Benzo[d][1,3]dioxol-5-yl)-2-(naphthalen-2-yl)quinazoline-4,6-diamine O1COC2=C1C=CC(=C2)C2(NC(=NC1=CC=C(C=C21)N)C2=CC1=CC=CC=C1C=C2)N